FC1=C(C(=O)N([C@H]2CNCCC2)C2=NC=CC3=CC=CC(=C23)C)C=CC(=C1)NC1=NC=CC(=N1)C=1CCN(CC1)C (R)-2-fluoro-4-((4-(1-methyl-1,2,3,6-tetrahydropyridin-4-yl)pyrimidin-2-yl)amino)-N-(8-methylisoquinolin-1-yl)-N-(piperidin-3-yl)benzamide